(S)-3-(3-benzyl-3-methylureido)-2-(5,7-dichloro-2-(3-chlorophenylmethyl)-1-oxo-1,2,3,4-tetrahydroisoquinoline-6-carboxamido)propionic acid C(C1=CC=CC=C1)N(C(NC[C@@H](C(=O)O)NC(=O)C=1C(=C2CCN(C(C2=CC1Cl)=O)CC1=CC(=CC=C1)Cl)Cl)=O)C